4-benzoyl-N-(4-cyano-2-fluorophenyl)-1H-pyrrole-3-sulfonamide C(C1=CC=CC=C1)(=O)C=1C(=CNC1)S(=O)(=O)NC1=C(C=C(C=C1)C#N)F